ClC1=C(CON=C2CCCC=3N=C(SC32)N3CCN(CC3)C(CN3N=C(C=C3C)C(F)(F)F)=O)C=CC(=C1)Cl 2-{4-[2-(5-methyl-3-trifluoromethyl-pyrazol-1-yl)-acetyl]-piperazin-1-yl}-5,6-dihydro-4H-benzothiazol-7-one-O-(2-chloro-4-chloro-benzyl) oxime